1,4-Dioxaspiro[4.5]decan-8-yl 4-methylbenzenesulfonate CC1=CC=C(C=C1)S(=O)(=O)OC1CCC2(OCCO2)CC1